C(C)(C)(C)OC(NC1=CC(=C(C=C1)Br)S(=O)C1CC1)=O N-(4-bromo-3-cyclopropylsulfinyl-phenyl)carbamic acid tert-butyl ester